azaacetylglucose C(N)(=O)C(=O)[C@H](O)[C@@H](O)[C@H](O)[C@H](O)CO